2-(tert-butyl)-6-(diphenylphosphino)benzene-1,4-diol Methyl-(R)-2-(3-((tert-butyldimethylsilyl)oxy)pyrrolidin-1-yl)-5-hydroxy-1,7-naphthyridine-6-carboxylate CC=1C(=NC2=CN=C(C(=C2C1)O)C(=O)O)N1C[C@@H](CC1)O[Si](C)(C)C(C)(C)C.C(C)(C)(C)C1=C(C(=CC(=C1)O)P(C1=CC=CC=C1)C1=CC=CC=C1)O